[(S)-(4,5-dichloro-2-hydroxyphenyl)(piperidin-4-yl)methyl]Acetamide ClC1=CC(=C(C=C1Cl)[C@H](C1CCNCC1)CC(=O)N)O